CC=1C=C(C=NC1C)C1=N[C@H]([C@@H](OC2=C1C=CC(=C2F)F)C)C (2S,3S)-5-(5,6-dimethylpyridin-3-yl)-8,9-difluoro-2,3-dimethyl-2,3-dihydrobenzo[f][1,4]oxazepine